C(C)N(C=1C=CC2=C(NC(=N2)C2=NNC=C2NC=2C3=C(N=CN2)NC=C3)C1)CC N-(3-(6-(diethylamino)-1H-benzo[d]imidazol-2-yl)-1H-pyrazol-4-yl)-7H-pyrrolo[2,3-d]pyrimidin-4-amine